1-(Azetidin-3-ylmethyl)-3-methoxy-azetidine tert-Butyl-3-formylazetidine-1-carboxylate C(C)(C)(C)OC(=O)N1CC(C1)C=O.N1CC(C1)CN1CC(C1)OC